N(=[N+]=[N-])C(=O)O.O=C1NC(CCC1N1C(C2=CC=C(C=C2C1)C(=O)N[C@@H](C)C1CCOCC1)=O)=O 2-(2,6-dioxopiperidin-3-yl)-1-oxo-N-((S)-1-(tetrahydro-2H-pyran-4-yl)ethyl)isoindoline-5-carboxamide Azidoformate